C(C)(C)(C)C1=CC=C(C=C1)SC1=C(C=CC=C1)OC (4-(tert-butyl)phenyl)(2-methoxyphenyl)sulfane